p-toluenesulfonic acid 2,2-difluoroethyl ester FC(COS(=O)(=O)C1=CC=C(C)C=C1)F